N-(3-Cyano-4-methyl-1H-indol-7-yl)-1-tetrahydrofuran-3-yl-pyrazol-4-sulfonamid C(#N)C1=CNC2=C(C=CC(=C12)C)NS(=O)(=O)C=1C=NN(C1)C1COCC1